methyl 6-{1-[(4-chlorobenzene-1-carbonyl)amino]cyclobutyl}-3,4-dihydro-1,5-naphthyridine-1(2H)-carboxylate ClC1=CC=C(C=C1)C(=O)NC1(CCC1)C=1N=C2CCCN(C2=CC1)C(=O)OC